tert-Butyldiphenylsilyl (2-((S)-1-(2,3-difluorobenzyl)-5-oxopyrrolidin-2-yl)acetyl)-L-valinate FC1=C(CN2[C@@H](CCC2=O)CC(=O)N[C@@H](C(C)C)C(=O)O[Si](C2=CC=CC=C2)(C2=CC=CC=C2)C(C)(C)C)C=CC=C1F